OC1=C(C=CC=C1)C=1N=NN(C1)C1C(NC(CC1)=O)=O 3-[4-(2-hydroxyphenyl)triazol-1-yl]piperidine-2,6-dione